1-(4-fluorophenyl)-2-nitroethanol FC1=CC=C(C=C1)C(C[N+](=O)[O-])O